CC1=C(NC2=NSC3=C2C=CC=C3)C=CC=C1C1=CC3=C(OCCO3)C=C1 3-(2-Methyl-3-(1,4-benzodioxan-6-yl)anilino)benzisothiazol